OC(CC1C2C3C4CCC(C3C(C1)C2)C4)(C(F)(F)F)C(F)(F)F 3-[2-Hydroxy-2,2-bis(trifluoromethyl)ethyl]tetracyclo[4.4.0.12,5.17,10]Dodecane